NC1=NC=NC=2N(C3=CC=C(C=C3C21)OC)CC(=O)N2C1CC1CC2C(=O)NC2=NC(=CC=C2)Br 2-(2-(4-amino-6-methoxy-9H-pyrimido[4,5-b]indol-9-yl)acetyl)-N-(6-bromopyridin-2-yl)-2-azabicyclo[3.1.0]hexane-3-carboxamide